methoxycinnamanilide COC(C(=O)NC1=CC=CC=C1)=CC1=CC=CC=C1